N-(6-(2H-1,2,3-triazol-2-yl)-5-(trifluoromethyl)pyridin-3-yl)-2'-amino-3-bromo-4'-fluoro-[1,1'-biphenyl]-4-carboxamide N=1N(N=CC1)C1=C(C=C(C=N1)NC(=O)C1=C(C=C(C=C1)C1=C(C=C(C=C1)F)N)Br)C(F)(F)F